2-bromo-4,5-dihydro-6H-cyclopenta[d]thiazol-6-one BrC=1SC2=C(N1)CCC2=O